4-Bromo-1-butyl-5-(trifluoromethyl)-1H-pyrazol-3-amine BrC=1C(=NN(C1C(F)(F)F)CCCC)N